2-((3-(1-azido-1-phenylethyl)-1-cyclopropyl-1H-pyrazolo[3,4-c]pyridin-5-yl)amino)-7,7-dimethyl-7,8-dihydro-5H-pyrano[4,3-b]pyridin-5-one N(=[N+]=[N-])C(C)(C1=CC=CC=C1)C1=NN(C2=CN=C(C=C21)NC2=CC=C1C(=N2)CC(OC1=O)(C)C)C1CC1